5-((8-(4-((2S,3S)-1-Methyl-5-oxo-2-(pyridin-3-yl)pyrrolidine-3-carboxamido)butoxy)octyl)oxy)pentanoic acid CN1[C@@H]([C@H](CC1=O)C(=O)NCCCCOCCCCCCCCOCCCCC(=O)O)C=1C=NC=CC1